O1C(=NC2=C1C=CC=C2)C=2N=C(N(C(C2O)=O)C)N2[C@H](C1=CC(=CC=C1CC2)C(=O)N(C)CCN(C)C)C2=C(C=CC=C2)F (R)-2-(4-(benzo[d]oxazol-2-yl)-5-hydroxy-1-methyl-6-oxo-1,6-dihydropyrimidin-2-yl)-N-(2-(dimethylamino)ethyl)-1-(2-fluorophenyl)-N-methyl-1,2,3,4-tetrahydroisoquinoline-7-carboxamide